1,3-dihydro-5,6-bis[[(2-hydroxy-1-naphthyl)methylene]amino]-2H-benzimidazol-2-one OC1=C(C2=CC=CC=C2C=C1)C=NC1=CC2=C(NC(N2)=O)C=C1N=CC1=C(C=CC2=CC=CC=C12)O